[3-[2-(Trimethylazaniumyl)ethyl]-1H-indol-4-yl] phosphate P(=O)(OC1=C2C(=CNC2=CC=C1)CC[N+](C)(C)C)([O-])[O-]